N,N-dicyclohexyl-2-benzothiazolesulphenamide C1(CCCCC1)N(SC=1SC2=C(N1)C=CC=C2)C2CCCCC2